(E)-N-(2-Methyl-6-(1-methyl-1H-pyrazol-3-yl)pyridin-4-yl)-N-((6-(2-(pyridin-3-yl)vinyl)pyridin-3-yl)methyl)tetrahydro-2H-pyran-4-carboxamide CC1=NC(=CC(=C1)N(C(=O)C1CCOCC1)CC=1C=NC(=CC1)\C=C\C=1C=NC=CC1)C1=NN(C=C1)C